5-bromo-1,2-dimethyl-3-nitro-benzene BrC=1C=C(C(=C(C1)C)C)[N+](=O)[O-]